C(C=C)C#CCCCCC 7-allyl-6-heptyne